4-hydroxy-1-benzothiophen-5-yl-boronic acid OC1=C(C=CC2=C1C=CS2)B(O)O